6-(trifluoromethoxy)-3-((trimethylsilyl)oxy)-1H-indene-2-carbaldehyde FC(OC1=CC=C2C(=C(CC2=C1)C=O)O[Si](C)(C)C)(F)F